BrC1=CC(=C(O[C@H](C(=O)O)C(F)F)C=C1)F (R)-2-(4-bromo-2-fluorophenoxy)-3,3-difluoropropionic acid